C(C)(C)(C)N(C(O)=O)C1=CC=C(C=C1)C1CCNCC1.CN1N=CC(=C1)C=1C=C2C=C(N=CC2=CC1)NC(C1=CC(=NC=C1)OC1CCNCC1)=O N-(6-(1-Methyl-1H-pyrazol-4-yl)isoquinolin-3-yl)-2-(piperidin-4-yloxy)Isonicotinamide tert-butyl-(4-(piperidin-4-yl)phenyl)carbamate